acryloyloxy-propyl-phosphorylcholine C(C=C)(=O)OP(=O)(CCC)OCC[N+](C)(C)C